(4-(4-methylpiperazine-1-yl)phenyl)boric acid CN1CCN(CC1)C1=CC=C(C=C1)OB(O)O